FC1=C(C=C(C=C1)N1C(C(NCC1)(C)C)=O)OC 1-(4-fluoro-3-methoxyphenyl)-3,3-dimethyl-piperazin-2-one